COC(=O)C=1C=C2C=NN(C2=C(C1)OC1=C(C=C(C=C1)O)F)C.FC1=C(OC=2C=C(C=C3C=NN(C23)C)C(=O)OC)C=CC(=C1)O Methyl 7-(2-fluoro-4-hydroxy-phenoxy)-1-methyl-indazole-5-carboxylate Methyl-7-(2-fluoro-4-hydroxy-phenoxy)-1-methyl-indazole-5-carboxylate